8-[(2S)-butan-2-yl]-2-(methylsulfanyl)pyrido[2,3-d]pyrimidin-7(8H)-one C[C@@H](CC)N1C(C=CC2=C1N=C(N=C2)SC)=O